C(CCCCC)C(CCCCCCCCCCCCCC)OCCO 2-[(1-n-hexylpentadecyl)oxy]ethanol